3-(3-Hydroxy-4-methoxyphenyl)-1-(2-methoxy-4-methylphenyl)prop-2-en-1-one OC=1C=C(C=CC1OC)C=CC(=O)C1=C(C=C(C=C1)C)OC